FC=1C=C(C=CC1OC)[C@H](CC(=O)O)N1C([C@@H](C1)CCCC1=NC=2NCCCC2C=C1)=O (S)-3-(3-fluoro-4-methoxyphenyl)-3-((R)-2-oxo-3-(3-(5,6,7,8-tetrahydro-1,8-naphthyridin-2-yl)propyl)azetidin-1-yl)propionic acid